NC1=NC2=CC=C(C=C2C=C1C)C(=O)N(CC1=NC=C(C=C1)C(F)(F)F)CCOC 2-amino-N-(2-methoxyethyl)-3-methyl-N-((5-(trifluoromethyl)-2-pyridinyl)methyl)-6-quinolinecarboxamide